C1(CC1)C1=CC=C(C=C1)N1N=C2CCN(C[C@H]3C2=C1CCN3C(C3=C(N=C(C=C3N)C(F)(F)F)N)=O)C(C=C)=O |o1:16| (R or S)-1-(2-(4-cyclopropylphenyl)-5-(2,4-diamino-6-(trifluoromethyl)nicotinoyl)-2,3,4,5,5a,6,8,9-octahydro-7H-1,2,5,7-tetraazabenzo[cd]azulen-7-yl)prop-2-en-1-one